phospho-deoxyglucose P(=O)(O)(O)O[C@H](CC=O)[C@H](O)[C@H](O)CO